NC1=NC=CC=C1C1=NC=2C(=NC(=CC2)C2=CC=CC=C2)N1C=1C=CC(=NC1)C(=O)NC1=C(C=C(C(=O)OC)C=C1)F methyl 4-(5-(2-(2-aminopyridin-3-yl)-5-phenyl-3H-imidazo[4,5-b]pyridin-3-yl)picolinamido)-3-fluorobenzoate